ON=C1C(NC(NC1=O)=O)=O 5-(hydroxyimino)pyrimidine-2,4,6(1H,3H,5H)-trione